4-(6-methyl-1-propionylindol-5-yl)benzoic acid CC1=C(C=C2C=CN(C2=C1)C(CC)=O)C1=CC=C(C(=O)O)C=C1